FC1=COC2=C1C=CC(=C2)C(C(C)NC)([2H])[2H] 1-(3-fluorobenzofuran-6-yl)-N-methylpropan-1,1-d2-2-amine